C(=C)=C1[C@@H](O[C@@H]([C@H]1O)CO)N1C=NC=2C(N)=NC=NC12 vinylidene-2'-deoxyadenosine